methyl (1r,4r)-4-((3-amino-6-(2-hydroxyphenyl)pyridazin-4-yl)ethynyl)cyclohexane-1-carboxylate NC=1N=NC(=CC1C#CC1CCC(CC1)C(=O)OC)C1=C(C=CC=C1)O